C(C1=CC=CC=C1)(C1=CC=CC=C1)C1=C(NC(C)C2=NC(=CC=C2)C(C)NC2=C(C=CC=C2C)C)C(=CC(=C1)C(C)(C)C)C(C1=CC=CC=C1)C1=CC=CC=C1 2-(1-(2,6-bis(benzhydryl)-4-tert-butyl-anilino)ethyl)-6-(1-(2,6-dimethyl-anilino)ethyl)pyridine